ClC=1C=C(C=CC1Cl)C(CN(C)C)NS(=O)(=O)C1=CC=C(C=C1)OC1=CC=C(C=C1)F N-(1-(3,4-dichlorophenyl)-2-(dimethylamino)ethyl)-4-(4-fluorophenoxy)benzenesulfonamide